6-bromo-4-iodo-2-methylquinoline BrC=1C=C2C(=CC(=NC2=CC1)C)I